N-(1-((1R,2R)-2-fluorocyclopropyl)-2-oxo-1,2-dihydropyridin-3-yl)-7-isopropoxy-2-((1R,4S)-1-methyl-2-oxabicyclo[2.2.1]heptan-4-yl)imidazo[1,2-a]pyrimidine-6-carboxamide F[C@H]1[C@@H](C1)N1C(C(=CC=C1)NC(=O)C=1C(=NC=2N(C1)C=C(N2)[C@]21CO[C@](CC2)(C1)C)OC(C)C)=O